(R)-2-t-butoxycarbonylamino-3-(diethoxy-phosphono)-propionic acid C(C)(C)(C)OC(=O)N[C@H](C(=O)O)CP(=O)(OOCC)OOCC